di-nonyl-phenyl-naphthyl-amine C(CCCCCCCC)C=1C(=C(C2=CC=CC=C2C1)NC1=CC=CC=C1)CCCCCCCCC